N-(4-(2-(((1r,4r)-4-aminocyclohexyl)amino)-8-ethylquinazolin-6-yl)-2,3-dimethylphenyl)-2-chlorobenzenesulfonamide, formate salt C(=O)O.NC1CCC(CC1)NC1=NC2=C(C=C(C=C2C=N1)C1=C(C(=C(C=C1)NS(=O)(=O)C1=C(C=CC=C1)Cl)C)C)CC